6-chloro-2-(4-(5-methyl-4H-1,2,4-triazol-3-yl)phenyl)benzo[d]oxazole ClC1=CC2=C(N=C(O2)C2=CC=C(C=C2)C2=NN=C(N2)C)C=C1